rac-(2s,4r)-4-((tert-butoxycarbonyl)amino)-2-(2-fluorophenyl)piperidine-1-carboxylic acid benzyl ester C(C1=CC=CC=C1)OC(=O)N1[C@@H](C[C@@H](CC1)NC(=O)OC(C)(C)C)C1=C(C=CC=C1)F |r|